3-((2,5-dichloropyrimidin-4-yl)oxy)propan-1-ol ClC1=NC=C(C(=N1)OCCCO)Cl